DL-Ornithin N[C@@H](CCCN)C(=O)O |r|